1,1,1,2,3,4,5,5,6,6,7,7,7-tridecafluoro-4-methoxyhept-2-ene FC(C(=C(C(C(C(C(F)(F)F)(F)F)(F)F)(OC)F)F)F)(F)F